N-chloro-3,5-dimethylpyrazole ClN1N=C(C=C1C)C